FC1=C(C=CC=C1)C1=CN(C=2N=CN=C(C21)N2C[C@H](N(CC2)C(=O)OC(C)(C)C)C)S(=O)(=O)C2=CC=C(C)C=C2 tert-Butyl (R)-4-(5-(2-fluorophenyl)-7-tosyl-7H-pyrrolo[2,3-d]pyrimidin-4-yl)-2-methylpiperazine-1-carboxylate